FC(C(=O)[O-])(F)F.C(=O)(O)C[C@H]([NH3+])C(NCC(=O)OCN1C(N(SC1NC(C1=CC=C(C=C1)Cl)=O)CC1=CC=C(C=C1)Cl)=O)=O (1S)-2-carboxy-1-[(2-{[5-(4-chlorobenzamido)-2-[(4-chlorophenyl)methyl]-3-oxo-1,2,4-thiadiazolidin-4-yl]methoxy}-2-oxoethyl)carbamoyl]ethan-1-aminium Trifluoroacetate